4-[4-(8-hydroxyoctyloxy)benzoyl]cinnamic acid Tertiary butyl ester C(C)(C)(C)OC(C=CC1=CC=C(C=C1)C(C1=CC=C(C=C1)OCCCCCCCCO)=O)=O